NC=1N=CC(=NC1OC(C)C1=C(C=CC=C1Cl)Cl)C1=CC=C(C=C1)C(=O)N1CCN(CC1)C (4-{5-amino-6-[1-(2,6-dichloro-phenyl)-ethoxy]-pyrazin-2-yl}-phenyl)-(4-methyl-piperazin-1-yl)-methanone